The molecule is a steroid ester resulting from the formal condensation of the 17-hydroxy function of fluorometholone with acetic acid. Used in the treatment of steroid responsive inflammatory conditions of the palpebral and bulbar conjunctiva, cornea, and anterior segment of the eye. It has a role as an anti-inflammatory drug. It is a steroid ester, a glucocorticoid, a 3-oxo-Delta(1),Delta(4)-steroid, a 20-oxo steroid, an 11beta-hydroxy steroid, an acetate ester and a fluorinated steroid. It derives from a Delta(1)-progesterone and a fluorometholone. C[C@H]1C[C@H]2[C@@H]3CC[C@@]([C@]3(C[C@@H]([C@@]2([C@@]4(C1=CC(=O)C=C4)C)F)O)C)(C(=O)C)OC(=O)C